C(CC(C)C)[C@]1(C[C@@H]2[C@H](N(OC2(C)C)C(C)C)[C@H](C1)C)C |r| rac-(3aR,5R,7S,7aR)-5-isopentyl-1-isopropyl-3,3,5,7-tetramethyloctahydro-benzo[c]isoxazole